ClC=1C=C(C=CC1C(N(C)C)=O)N1CCC(CC1)N1CC2(CN(C2)C(=O)OC(C)(C)C)C1 tert-butyl 6-(1-(3-chloro-4-(dimethylcarbamoyl)phenyl)piperidin-4-yl)-2,6-diazaspiro[3.3]heptane-2-carboxylate